N1(C=NC=C1)CCCNC1=C(C(=O)NC2=NC=CC=C2)C=CC=N1 2-(3-Imidazol-1-ylpropylamino)-N-pyridin-ylnicotinamide